OC[C@H](C)NC(=O)C1=NC=NC=C1 N-[(2S)-1-hydroxypropan-2-yl]pyrimidine-4-carboxamide